CN1N=CC(=C1)C1CN(CCN1)C(=O)OC(C)(C)C tert-butyl 3-(1-methylpyrazol-4-yl)piperazine-1-carboxylate